((3R,4R)-3-hydroxy-4-((4-((S)-3-(4-(trifluoromethyl)phenyl)morpholino)-7H-pyrrolo[2,3-d]pyrimidin-7-yl)methyl)piperidin-1-yl)acetamide O[C@H]1CN(CC[C@@H]1CN1C=CC2=C1N=CN=C2N2[C@H](COCC2)C2=CC=C(C=C2)C(F)(F)F)CC(=O)N